Cl.N(C)CC(=O)OC methyl sarcosinate HCl